4-allylsulfonyloxytetrahydrothiophene-1,1-dioxide C(C=C)S(=O)(=O)OC1CCS(C1)(=O)=O